tert-butyl 2-[1-[2,5-dichloro-4-[(2,6-dioxo-3-piperidyl)amino]phenyl]-4-hydroxy-4-piperidyl]acetate ClC1=C(C=C(C(=C1)NC1C(NC(CC1)=O)=O)Cl)N1CCC(CC1)(O)CC(=O)OC(C)(C)C